5-(3,5-dichlorophenyl)thiophen-2-amine ClC=1C=C(C=C(C1)Cl)C1=CC=C(S1)N